(2-(2-fluoropropoxy)pyridin-4-yl)methanamine FC(COC1=NC=CC(=C1)CN)C